The molecule is a 4-oxohex-2-enedioate that is the conjugate base of maleylacetic acid. It is a conjugate base of a maleylacetic acid. C(C(=O)/C=C\\C(=O)[O-])C(=O)[O-]